(1r,4r)-4-((2-(difluoromethoxy)-6-methoxypyridin-3-yl)carbamoyl)-4-(2-isopropylphenyl)-1-(methyl-d3)cyclohexane-1-carboxylic acid FC(OC1=NC(=CC=C1NC(=O)C1(CCC(CC1)(C(=O)O)C([2H])([2H])[2H])C1=C(C=CC=C1)C(C)C)OC)F